2,3,4-trimethyln-hexane CC(C)C(C(CC)C)C